COC1=CC=C(CN2C[C@H](OC3=C(C2)C=CC(=C3)C(=O)OC)C)C=C1 Methyl (R)-4-(4-methoxybenzyl)-2-methyl-2,3,4,5-tetrahydrobenzo[f][1,4]oxazepine-8-carboxylate